C(C1=CC=CC=C1)NC([C@H](CCCNC(CF)=N)NC(=O)C=1C=C(C=CC1OC)C1=CC=CC=C1)=O (S)-N-(1-(Benzylamino)-5-(2-fluoroacetimidamido)-1-oxopentan-2-yl)-4-methoxy-[1,1'-biphenyl]-3-carboxamide